3,5-diphenyltriazineboronic acid C1(=CC=CC=C1)N1NN=CC(=C1B(O)O)C1=CC=CC=C1